(RS)-tert-butyl 5-cyclopropyl-4-((2,2-difluoro-6-(4-(2-hydroxypropan-2-yl)phenyl)-7-azaspiro[3.5]nonan-7-yl)methyl)-7-methyl-1H-indole-1-carboxylate C1(CC1)C=1C(=C2C=CN(C2=C(C1)C)C(=O)OC(C)(C)C)CN1[C@H](CC2(CC(C2)(F)F)CC1)C1=CC=C(C=C1)C(C)(C)O |r|